ClC1=CC=C(S1)CNC1=CC(=NN1)C1CCN(CC1)CC(=O)O 2-[4-(5-{[(5-chlorothiophen-2-yl)methyl]amino}-1H-pyrazol-3-yl)piperidin-1-yl]acetic acid